1-O-Indol-3-ylacetylglucose C1=CC=C2C(=C1)C(=CN2)CC(=O)O[C@H]3[C@@H]([C@H]([C@@H]([C@H](O3)CO)O)O)O